C(#N)C1=C(C(=C(C(=C1Cl)Cl)Cl)C#N)Cl The molecule is a dinitrile that is benzene-1,3-dicarbonitrile substituted by four chloro groups. A non-systemic fungicide first introduced in the 1960s, it is used to control a range of diseases in a wide variety of crops. It has a role as an antifungal agrochemical. It is a dinitrile, a tetrachlorobenzene and an aromatic fungicide. It derives from an isophthalonitrile.